NC1=C(C=C(C=N1)C1=C(C=CC=C1)C(C)=O)OC(C)C1=C(C(=CC=C1Cl)F)Cl 1-(2-{6-amino-5-[1-(2,6-dichloro-3-fluoro-phenyl)-ethoxy]-pyridin-3-yl}-phenyl)-ethanone